Stearat C(CCCCCCCCCCCCCCCCC)(=O)[O-]